BrC1=C(C=NN1C)C1=NN=CN1C 3-(5-Bromo-1-methyl-1H-pyrazol-4-yl)-4-methyl-4H-1,2,4-triazole